COC1(CCN(CC1)CCOC1=CC=2N(C=C1)C(=CN2)C2=CC(=NC=N2)NCC2=CC=C(C=C2)C=2C=NN(C2)C)C (6-{7-[2-(4-methoxy-4-methyl-piperidin-1-yl)-ethoxy]-imidazo[1,2-a]pyridin-3-yl}-pyrimidin-4-yl)-[4-(1-methyl-1H-pyrazol-4-yl)-benzyl]-amine